C(C)N1C=C(C(C2=CC=CC=C12)=O)S(=O)(=O)N1CCC2(C[C@H](CO2)N(C(OC(C)(C)C)=O)C[C@@H](COC2=CC(=CC=C2)S(N)(=O)=O)O)CC1 tert-butyl ((R)-8-((1-ethyl-4-oxo-1,4-dihydroquinolin-3-yl)sulfonyl)-1-oxa-8-azaspiro[4.5]decan-3-yl)((S)-2-hydroxy-3-(3-sulfamoylphenoxy)propyl)carbamate